1-(naphthalen-2-yl)methane C1=C(C=CC2=CC=CC=C12)C